2-chloro-7-[6-methyl-4-(trifluoromethyl)pyridin-2-yl]-6,7-dihydro-5H-pyrrolo[2,3-d]pyrimidine-6-carboxylic acid methyl ester COC(=O)C1CC2=C(N=C(N=C2)Cl)N1C1=NC(=CC(=C1)C(F)(F)F)C